ClC=1C=2C(N(C(C1C=O)=O)CC1=CC=C(C=C1)OC)=CN(N2)C 7-chloro-4-(4-methoxybenzyl)-2-methyl-5-oxo-4,5-dihydro-2H-pyrazolo[4,3-b]pyridine-6-carbaldehyde